NC1=NC(=C2N=CN(C2=N1)CC(=O)NC1=CC(=NN1CC)C)NC1=CC=C(C=C1)C 2-(2-amino-6-((4-methylphenyl)amino)-9H-purin-9-yl)-N-(1-ethyl-3-methyl-1H-pyrazol-5-yl)acetamide